1-[2-[bis[(2,4-dimethoxyphenyl)methyl]amino]-4-methoxy-pyrimidin-5-yl]-2,2,3,3-tetrafluoro-propan-1-ol COC1=C(C=CC(=C1)OC)CN(C1=NC=C(C(=N1)OC)C(C(C(F)F)(F)F)O)CC1=C(C=C(C=C1)OC)OC